3,6-methanopyrrolo[3,2-c]pyridine N=1C=C2C3=CN=C(CC31)C2